4-[(2-cyanoethyl)amino]-2-[(1-methyl-1H-pyrazol-4-yl)amino]pyrimidine-5-carboxamide methyl-3-((tert-butoxycarbonyl)(methyl)amino)-1H-indazole-5-carboxylate COC(=O)C=1C=C2C(=NNC2=CC1)N(C)C(=O)OC(C)(C)C.C(#N)CCNC1=NC(=NC=C1C(=O)N)NC=1C=NN(C1)C